2-chloro-6-[3-[(3-fluoro-1-bicyclo[1.1.1]pentyl)methoxy]pyrazol-1-yl]pyridine-3-carboxylic acid ClC1=NC(=CC=C1C(=O)O)N1N=C(C=C1)OCC12CC(C1)(C2)F